C(C)C(CC)C1=C(C(=CC=C1)C(CC)CC)N1C(N(C(=C1Cl)Cl)C1=C(C=CC=C1C(CC)CC)C(CC)CC)=CC1=NC=CC(=C1Cl)Cl [1,3-bis[2,6-bis(1-ethylpropyl)phenyl]-4,5-dichloro-1,3-dihydro-2H-imidazole-2-ylidene]dichloro(2-methylpyridine)